NC1=NC=NN2C1=C(C=C2C2CCN(CC2)C(C(C)C)=O)C=2C=CC(=NC2)NC(=O)C=2C(N(N1C2COCC1)C1=CC=CC=C1)=O N-(5-(4-amino-7-(1-isobutyrylpiperidin-4-yl)pyrrolo[2,1-f][1,2,4]triazin-5-yl)pyridin-2-yl)-2-oxo-1-phenyl-2,4,6,7-tetrahydro-1H-pyrazolo[5,1-c][1,4]oxazine-3-carboxamide